Tert-Butyl 2,5,6,9,10,12-hexahydropyrazolo[3,4-c]pyrido[4',3':3,4]pyrazolo[1,5-a]azepine-11(4H)-carboxylate N=1NC=C2C1C=1N(CCC2)N=C2C1CN(CC2)C(=O)OC(C)(C)C